2-(2-methylprop-2-enyl)naphthalene CC(CC1=CC2=CC=CC=C2C=C1)=C